(1-(1H-pyrazole-4-carbonyl)piperidin-4-yl)(5-phenyl-4,5-dihydro-1H-pyrazol-1-yl)methanone N1N=CC(=C1)C(=O)N1CCC(CC1)C(=O)N1N=CCC1C1=CC=CC=C1